N-(1-methyl-3-(6-(methylthio)-4-(trifluoromethoxy)pyridin-2-yl)-1H-pyrrolo[2,3-c]pyridin-5-yl)acetamide CN1C=C(C=2C1=CN=C(C2)NC(C)=O)C2=NC(=CC(=C2)OC(F)(F)F)SC